COC1=CC=C(C=C1)C1=CC=C2C=CC(C=3C=CC=C1C32)=O 6-(4-methoxyphenyl)-1H-phenalen-1-one